C(=O)[O-].C(C1=CC=CC=C1)[N+](C1=CC=CC=C1)(C)C benzyl-dimethylphenyl-ammonium formate